3-(Spiro[azetidine-3,2'-chroman]-7'-ylamino)piperidine-2,6-dione O1C2(CCC3=CC=C(C=C13)NC1C(NC(CC1)=O)=O)CNC2